(S)-3-(3-(1-amino-2,3-dihydro-1H-inden-5-yl)-5-(thiazol-2-yl)-3H-imidazo[4,5-b]pyridin-2-yl)pyridin-2-amine N[C@H]1CCC2=CC(=CC=C12)N1C(=NC=2C1=NC(=CC2)C=2SC=CN2)C=2C(=NC=CC2)N